NC1=NC=CC=C1C1=NC=2C(=NC(=CC2)C2=CC=CC=C2)N1C1=CC=C(CN2CC3(CCN(C3)C=3C=CC(=C(C=O)C3)O)CC2)C=C1 5-(7-(4-(2-(2-aminopyridin-3-yl)-5-phenyl-3H-imidazo[4,5-b]pyridin-3-yl)benzyl)-2,7-diazaspiro[4.4]nonan-2-yl)-2-hydroxybenzaldehyde